[Si](C1=CC=CC=C1)(C1=CC=CC=C1)(C(C)(C)C)OC[C@@H]1N(C(CC1)=O)C(=O)OC(C)(C)C tert-butyl (2R)-2-{[(tert-butyldiphenylsilyl)oxy]methyl}-5-oxopyrrolidine-1-carboxylate